COC1=C(CN2CCN(CC2)C2=CC=C(C=N2)C2=C3C=NC=NC3=CC(=C2)C=2C=NN(C2)C)C=CC=C1 5-(6-(4-(2-Methoxybenzyl)piperazin-1-yl)pyridin-3-yl)-7-(1-methyl-1H-pyrazol-4-yl)quinazoline